dimethylaminomethylene-4,4-dimethyl-3-oxo-piperidine-1-carboxylic acid tert-butyl ester C(C)(C)(C)OC(=O)N1C(C(C(CC1)(C)C)=O)=CN(C)C